N-(4-cinnamamidobutyl)benzamide C(C=CC1=CC=CC=C1)(=O)NCCCCNC(C1=CC=CC=C1)=O